C[C@@H]1C2=CC=CC(C3=NNC=4C=CC(OCCCNC(O1)=O)=CC34)=C2 (7R)-7-methyl-8,14-dioxa-10,19,20-triazatetracyclo[13.5.2.12,6.018,21]tricosa-1(20),2(23),3,5,15(22),16,18(21)-heptaen-9-one